C1=CC=C(C=C1)CNC(=O)C(Cl)Cl N-benzyl-2,2-dichloroacetamide